O=S1(CCC(CC1)NC1=C2C=C(N(C2=CC=C1)CC(F)(F)F)C=1C=C(C#N)C=CC1)=O 3-{4-[(1,1-dioxo-1λ6-thian-4-yl)amino]-1-(2,2,2-trifluoroethyl)-1H-indol-2-yl}benzonitrile